C(C)(=O)OCCCCCCCC\C=C/CC (9Z)-9-dodecen-1-ol acetate